5-(methyl-d3)-2-phenyl-4-(propan-2-yl-2-d)pyridine C(C=1C(=CC(=NC1)C1=CC=CC=C1)C(C)(C)[2H])([2H])([2H])[2H]